C1(=C(C=CC=C1)[SiH](C1=C(C=CC=C1)C)C1=C(C=CC=C1)C)C tris(o-tolyl)silane